ClC1=CC(=C(C=C1)O)C=NNC=1C2=C(N=CN1)C(=NC=N2)NC2=CC=C(C=C2)OC(F)(F)F 4-chloro-2-((2-(8-((4-(trifluoromethoxy)phenyl)amino)pyrimido[5,4-d]pyrimidin-4-yl)hydrazineylidene)methyl)phenol